(E)-2-bromo-1,3,3,3-tetrafluoropropene Br/C(=C/F)/C(F)(F)F